3-(7-Fluoro-3-(2-((1-methylcyclopentyl)methyl)oxazol-5-yl)-6,7-dihydro-5H-cyclopenta[b]pyridin-2-yl)-6,7-dihydro-5H-pyrrolo[3,4-b]pyridin-5-on FC1CCC=2C1=NC(=C(C2)C2=CN=C(O2)CC2(CCCC2)C)C=2C=C1C(=NC2)CNC1=O